FC(C=1C=C(C=C(C1)C(F)(F)F)[C@H]([C@H](C)N(C(C)C)CC1=C(C=CC(=C1)C(F)(F)F)C1=CC(=C(C=C1OC)C)OCCC(=O)O)O)(F)F 3-((2'-((((1R,2S)-1-(3,5-bis(trifluoromethyl)phenyl)-1-hydroxypropan-2-yl)(isopropyl)amino)methyl)-6-methoxy-4-methyl-4'-(trifluoromethyl)-[1,1'-biphenyl]-3-yl)oxy)propanoic acid